Ethyl (S)-3-((tert-Butoxycarbonyl)amino)-3-(4'-cyclopropyl-4-fluoro-2'-hydroxy-5,6'-dimethyl-[1,1'-biphenyl]-3-yl)propanoate C(C)(C)(C)OC(=O)N[C@@H](CC(=O)OCC)C=1C=C(C=C(C1F)C)C1=C(C=C(C=C1C)C1CC1)O